FC(C(=O)O)(F)F.NCCOCCOCCOCCOCCOCCOCCOCCOCCC(=O)NCCC1=CC=C(C=C1)O 1-amino-N-(4-hydroxyphenylethyl)-3,6,9,12,15,18,21,24-octaoxaheptacosane-27-amide trifluoroacetate